(S)-2-(3-((S)-3-amino-1-(5-((1R,2S)-1-amino-2-hydroxypropyl)-4H-1,2,4-triazol-3-yl)-3-oxopropyl)ureido)-3-hydroxypropionic acid NC(C[C@@H](C1=NN=C(N1)[C@H]([C@H](C)O)N)NC(N[C@H](C(=O)O)CO)=O)=O